tetra(β-chloroethoxy)silane ClCCO[Si](OCCCl)(OCCCl)OCCCl